5β-androstan-3α-ol-11,17-dione C[C@]12CC[C@H](C[C@H]1CC[C@@H]3[C@@H]2C(=O)C[C@]4([C@H]3CCC4=O)C)O